C=S(=O)=O methylene sulfone